3-hydroxyazetidin-1-carboxylic acid tert-butyl ester C(C)(C)(C)OC(=O)N1CC(C1)O